difluoromethyl 1,1,2,2,2-pentaFluoroethyl ether FC(C(F)(F)F)(F)OC(F)F